CC1=CC(=NC=C1C)C1=NC=C(C(=C1)C)C 4,4',5',5-Tetramethylbipyridin